FC=1C(=NC(=CC1)F)C1=NN(C=C1NC(=O)C=1N=C(SC1)C=1C=NN(C1)C(=O)OC1(CC1)C)C1CCC(CC1)OCC 1-methylcyclopropyl 4-(4-((3-(3,6-difluoropyridin-2-yl)-1-((1r,4r)-4-ethoxycyclohexyl)-1H-pyrazol-4-yl) carbamoyl) thiazol-2-yl)-1H-pyrazole-1-carboxylate